C1(=CC=C(C=C1)N(C1=C(C=C(C=C1)C1=CC=CC=C1)C1=CC=CC=C1)C1=CC=C(C=C1)Br)C1=CC=CC=C1 N-([1,1'-biphenyl]-4-yl)-N-(4-bromophenyl)-[1,1':3',1''-terphenyl]-4'-amine